CC=1C(NC=2C=CC=NC2C1)=O 7-methyl-6-oxo-5H-1,5-naphthyridine